(S)-(+)-1-indanol C1CC2=CC=CC=C2[C@H]1O